NC1=NC(=CC=C1CN1C[C@H]2CC[C@@H](C1)N2C(=O)OC(C)(C)C)Cl tert-butyl (1R,5S)-3-((2-amino-6-chloropyridin-3-yl) methyl)-3,8-diazabicyclo[3.2.1]octane-8-carboxylate